Mono-ethylhexyl phthalate C(C=1C(C(=O)[O-])=CC=CC1)(=O)OC(CCCCC)CC